C1(=CC=CC=C1)CCC(C(=O)O)C1=CNC2=CC=CC=C12 α-(2-phenyl-1-ethyl)-3-indoleacetic acid